2,4-difluoro-N-methyl-N-(2-oxo-2-(4-(5-(trifluoromethyl)-1,2,4-oxadiazol-3-yl)phenyl)ethyl)benzenesulfonamide FC1=C(C=CC(=C1)F)S(=O)(=O)N(CC(C1=CC=C(C=C1)C1=NOC(=N1)C(F)(F)F)=O)C